5-(2-(2-chloro-5-cyanophenyl)-5,7-difluoro-4-oxo-1,4-dihydroquinolin-6-yl)-2,4-difluorobenzoic acid ClC1=C(C=C(C=C1)C#N)C=1NC2=CC(=C(C(=C2C(C1)=O)F)C=1C(=CC(=C(C(=O)O)C1)F)F)F